thorium actinium [Ac].[Th]